C(C)OC(=O)[C@@H]1C[C@H](C1)N1[C@@H]2CN([C@H](C1)C2)C trans-3-[(1s,4s)-5-methyl-2,5-diazabicyclo[2.2.1]heptane-2-yl]cyclobutane-1-carboxylic acid ethyl ester